ClCCCCC(=O)[NH-] chloropentanoyl-amide